trans-5-(4-chlorophenyl)-N-cyclohexyl-4-methyl-2-oxothiazolidine-3-carboxamide ClC1=CC=C(C=C1)[C@H]1[C@@H](N(C(S1)=O)C(=O)NC1CCCCC1)C